C1(CC1)NC(C1=NC(=C(C=C1)N1CCN(CC1)CC=1C(=C2NC(N3CCOC4=CN=C(C1)C2=C43)=O)F)C)=O N-Cyclopropyl-5-(4-((6-fluoro-4-oxo-2,3,4,5-tetrahydro-1-oxa-3a,5,9-triazapyren-7-yl)methyl)piperazin-1-yl)-6-methylpicolinamide